N-methylnicotinamide TFA salt OC(=O)C(F)(F)F.CNC(C1=CN=CC=C1)=O